(4-(3-amino-7-(5-(piperidin-4-yl)pyridin-2-yl)-1H-pyrazolo[4,3-c]pyridin-4-yl)benzyl)-5-fluoro-2-methoxybenzamide NC1=NNC2=C1C(=NC=C2C2=NC=C(C=C2)C2CCNCC2)C2=CC=C(CC=1C(=C(C(=O)N)C=C(C1)F)OC)C=C2